C(=O)(O)C(CC1(C2=CC(=CC=C2C=2C=CC(=CC12)C1=CC=CC2=CC=CC=C12)C1=CC=CC2=CC=CC=C12)CC(C)C(=O)O)C 9,9-bis(2-carboxypropyl)2,7-di(1-naphthyl)fluorene